C(C)OC(C)N1N=CC(=C1)C=1N=CC=2N(C1OC(C)C)N=C(N2)N[C@@H]2[C@@H](CN(CC2)C(=O)OC(C)(C)C)C tert-butyl (3R,4S)-4-((6-(1-(1-ethoxyethyl)-1H-pyrazol-4-yl)-5-isopropoxy-[1,2,4]triazolo[1,5-a]pyrazin-2-yl)amino)-3-methylpiperidine-1-carboxylate